tert-butyl-3,3-difluoro-4-(hydroxymethyl)pyrrolidine-1-carboxylate C(C)(C)(C)OC(=O)N1CC(C(C1)CO)(F)F